(isopropylamino)-3-((5-methyl-3-morpholinopyrazin-2-yl)oxy)propan-2-ol C(C)(C)NCC(COC1=NC=C(N=C1N1CCOCC1)C)O